ClC1=C(C=O)C=C(C(=C1)F)C1=NC=C(C=C1Cl)C(F)(F)F 2-chloro-5-(3-chloro-5-(trifluoromethyl)pyridin-2-yl)-4-fluorobenzaldehyde